(2S,4S)-1-[2-[4-[(8-chloro-5-quinolyl)oxy]-1-piperidyl]acetyl]-4-fluoro-pyrrolidine-2-carbonitrile ClC=1C=CC(=C2C=CC=NC12)OC1CCN(CC1)CC(=O)N1[C@@H](C[C@@H](C1)F)C#N